(Z)-4-[4-(1,3-dimethyl-1H-pyrazol-5-yl)-6-(trifluoromethyl)-1H-benzo[d][1,2,3]triazol-1-yl]-3-fluorobut-2-en-1-amine hydrochloride Cl.CN1N=C(C=C1C1=CC(=CC=2N(N=NC21)C/C(=C/CN)/F)C(F)(F)F)C